1-(3'-(2-(4-(bicyclo[1.1.1]pentan-1-yl)piperazin-1-yl)pyridin-4-yl)-3-chloro-5'-fluoro-2'-hydroxy-[1,1'-biphenyl]-4-yl)-3-methyl-1H-imidazol-2(3H)-one C12(CC(C1)C2)N2CCN(CC2)C2=NC=CC(=C2)C=2C(=C(C=C(C2)F)C2=CC(=C(C=C2)N2C(N(C=C2)C)=O)Cl)O